ClC1=C(C=CC(=C1)Cl)C1=C(C2=C(C=3C=NNC3C=C2)CCC1)C1=CC=C(C=C1)N1CCC(CC1)CN1CCN(CC1)C=1C=C2CN(C(C2=CC1)=O)[C@@H]1C(NC(CC1)=O)=O (S)-3-(5-(4-((1-(4-(7-(2,4-dichlorophenyl)-3,8,9,10-tetrahydrocyclohepta[e]indazol-6-yl)phenyl)piperidin-4-yl)methyl)piperazin-1-yl)-1-oxoisoindolin-2-yl)piperidine-2,6-dione